tert-butyl 2-chloro-4-(2-(morpholine-4-carbonyl)-7,8-dihydro-4H-pyrazolo[1,5-a][1,4]diazepin-5(6H)-yl)-5,6-dihydropyrido[3,4-d]pyrimidine-7(8H)-carboxylate ClC=1N=C(C2=C(N1)CN(CC2)C(=O)OC(C)(C)C)N2CC=1N(CCC2)N=C(C1)C(=O)N1CCOCC1